FC(C1=CC=C(C=C1)/C=C/C(=O)NCC(=O)N1CC2=CC=C(C=C2CC1)CC(=O)O)(F)F 2-[2-[2-[[(E)-3-[4-(trifluoromethyl)phenyl]prop-2-enoyl]amino]acetyl]-3,4-dihydro-1H-isoquinolin-6-yl]acetic acid